(S)-2-(2-(2-isopropylphenyl)pyrrolidin-1-yl)-7-azaspiro[3.5]nonane-7-carboxylic acid tert-butyl ester C(C)(C)(C)OC(=O)N1CCC2(CC(C2)N2[C@@H](CCC2)C2=C(C=CC=C2)C(C)C)CC1